3-chloro-N-[5-(7-fluoro-6-methoxy-1H-benzimidazol-2-yl)-1H-pyrazol-3-yl]-4-methoxy-benzamide ClC=1C=C(C(=O)NC2=NNC(=C2)C2=NC3=C(N2)C(=C(C=C3)OC)F)C=CC1OC